C1(CC1)C1=CC(=CC=2N=C(OC21)C=2C=C(C=CC2)C2=C(C=C(C=C2)F)C2=NN=CN2C)C=O 7-Cyclopropyl-2-(4'-fluoro-2'-(4-methyl-4H-1,2,4-triazol-3-yl)-[1,1'-biphenyl]-3-yl)benzo[d]oxazole-5-carbaldehyde